C[N+]=1C(N([C@H]2[C@H](O)[C@H](O)[C@@H](CO)O2)C2=NC(=NC(C12)=O)N)=O 7-methyl-8-oxo-guanosine